4-((2-oxo-1,2-dihydroquinolin-3-yl)methyl)benzoic acid O=C1NC2=CC=CC=C2C=C1CC1=CC=C(C(=O)O)C=C1